Cl.O1CC(C2=C1C=CC=C2)CCNC [2-(2,3-Dihydro-1-benzofuran-3-yl)ethyl](methyl)amine hydrochloride